1,6-dimethyl-4-[4-(5-piperazin-1-yl-2-pyridinyl)-1-piperidinyl]pyrazolo[3,4-b]pyridine CN1N=CC=2C1=NC(=CC2N2CCC(CC2)C2=NC=C(C=C2)N2CCNCC2)C